3-quinoline-butylamine N1=CC(=CC2=CC=CC=C12)CCCCN